1-phenyl-3-p-chlorophenyl-3-(1H-indol-3-yl)-1-propanone C1(=CC=CC=C1)C(CC(C1=CNC2=CC=CC=C12)C1=CC=C(C=C1)Cl)=O